6-bromohexyl 6,6-bis(((Z)-hept-4-en-1-yl)oxy)hexanoate C(CC\C=C/CC)OC(CCCCC(=O)OCCCCCCBr)OCCC\C=C/CC